C1(=CC=CC=C1)[C@H](C)N1C([C@H]2CC[C@H]2C1)=O (1S,5R)-3-((S)-1-phenylethyl)-3-azabicyclo[3.2.0]heptan-2-one